ClC1=C(C=C(C(=C1)Cl)Cl)C1=CC(=C(C=C1)Cl)Cl 2,4,5,3',4'-pentachlorobiphenyl